O1C(C=CC1)=O FURAN-2(5H)-ONE